N-((7-(5-(difluoromethyl)-1,3,4-oxadiazol-2-yl)imidazo[1,2-a]pyridin-2-yl)methyl)-N-(3-fluorophenyl)-1-(pyrimidin-2-yl)azetidine-3-carboxamide FC(C1=NN=C(O1)C1=CC=2N(C=C1)C=C(N2)CN(C(=O)C2CN(C2)C2=NC=CC=N2)C2=CC(=CC=C2)F)F